4-(2-dimethylaminoethyl)-1,3-dioxan CN(CCC1OCOCC1)C